tert-butyl (39-(2-amino-3H-benzo[b]azepine-4-carbonyl)-34-oxo-3,6,9,12,15,18,21,24,27,30,38-undecaoxa-33,35,39-triazadotetracontyl)carbamate NC=1CC(=CC2=C(N1)C=CC=C2)C(=O)N(OCCNC(NCCOCCOCCOCCOCCOCCOCCOCCOCCOCCOCCNC(OC(C)(C)C)=O)=O)CCC